3-cyclopropyl-1-(oxan-2-ylmethyl)-4-(trifluoromethyl)-1H-pyrazole-5-carboxylic acid C1(CC1)C1=NN(C(=C1C(F)(F)F)C(=O)O)CC1OCCCC1